NC=1C(=NN(C1)CC1=CC=C(C=C1)OC)C(=O)N 4-amino-1-(4-methoxybenzyl)-1H-pyrazole-3-carboxamide